FC=1C=C(C=CC1F)[C@H](CC(=O)O)N1CC(C1)CCCCC1=NC=2NCCCC2C=C1 (S)-3-(3,4-difluorophenyl)-3-(3-(4-(5,6,7,8-tetrahydro-1,8-naphthyridin-2-yl)butyl)azetidin-1-yl)propionic acid